4-[4-(5-chloro-3-methyl-2-pyridinyl)-5-methyl-3,6-dihydro-2H-pyridin-1-yl]-1,6-dimethyl-pyrazolo[3,4-b]pyridine ClC=1C=C(C(=NC1)C=1CCN(CC1C)C1=C2C(=NC(=C1)C)N(N=C2)C)C